FC(C=1C=CC(=NC1)OC[C@@H](C)NC1=NC=NC2=CC(=C(C=C12)OC)OC)(F)F |r| (RS)-N-(1-((5-trifluoromethylpyridin-2-yl)oxy)prop-2-yl)-6,7-dimethoxyquinazolin-4-amine